C(C)(C)(C)OC(=O)N1[C@@H]([C@](CCC1)(C)OCC1=CC=C(C=C1)OC)C=C (2r,3r)-3-((4-methoxybenzyl)oxy)-3-methyl-2-vinylpiperidine-1-carboxylic acid tert-butyl ester